3,4,5-trimethoxybenzyl-triphenylphosphine bromide [Br-].COC=1C=C(CC2=C(C=CC=C2)P(C2=CC=CC=C2)C2=CC=CC=C2)C=C(C1OC)OC